C1(CCC1)CS(=NC(C1=CC=C(C=C1)CC1=NOC(=N1)C(F)(F)F)=O)(=O)C N-((cyclobutylmethyl)(methyl)(oxo)-λ6-sulfaneylidene)-4-((5-(trifluoromethyl)-1,2,4-oxadiazol-3-yl)methyl)benzamide